n-Decyl-N,N-dimethyl-3-ammonio-1-propanesulfonate C(CCCCCCCCC)OS(=O)(=O)CCC[NH+](C)C